(E)-N-methoxy-N-methyl-3-(pyridin-4-yl)acrylamide CON(C(\C=C\C1=CC=NC=C1)=O)C